BrC=1C(=C(C=CC1)NC(C)=O)C(C1=C(C=CC=C1F)F)=O N-(3-bromo-2-(2,6-difluorobenzoyl)phenyl)acetamide